7-ethoxy-7-oxoheptanoic acid C(C)OC(CCCCCC(=O)O)=O